2-[4-(azetidin-3-yl)phenoxy]-4-(trifluoromethyl)pyrimidine N1CC(C1)C1=CC=C(OC2=NC=CC(=N2)C(F)(F)F)C=C1